N1C(=CC2=CC=CC=C12)C(=O)N1CC=2N(CC1)N=CC2C(=O)N(C2(CC2)C2=CC=NC=C2)C 5-(1H-indole-2-carbonyl)-N-methyl-N-[1-(pyridin-4-yl)cyclopropyl]-4H,5H,6H,7H-pyrazolo[1,5-a]pyrazine-3-carboxamide